P(O)(O)(O)=S thiophosphoric acid